8-bromo-2,3-dimethoxy-1,5-naphthyridine BrC=1C=CN=C2C=C(C(=NC12)OC)OC